C(C=C)N1S(C2=C(C3=C1C=CC=C3)N=C(N=C2)NC=2C=CC3=C(NC(CO3)=O)C2)(=O)=O 6-[(6-allyl-5,5-dioxido-6H-pyrimido[5,4-c][2,1]benzothiazin-2-yl)amino]-2H-1,4-benzoxazin-3(4H)-one